N-tert-butyl-2-(methylamino)acetamide C(C)(C)(C)NC(CNC)=O